C(C)(C)(C)C1=C(N=C2N1C=C(C=C2)OC(NC)=O)C=2C=C1C(=CN2)NC=C1 (3-tert-butyl (1H-pyrrolo[2,3-c]pyridin-5-yl)imidazo[1,2-a]pyridin-6-yl)(methyl)carbamate